NC1=CC(=C(C=C1)N1CCC(CC1)C1C(CN(CC1)C(=O)OC(C)(C)C)(F)F)F Tert-butyl 4-[1-(4-amino-2-fluoro-phenyl)-4-piperidyl]-3,3-difluoro-piperidine-1-carboxylate